5-amino-2,4-diphenylpyrimidine NC=1C(=NC(=NC1)C1=CC=CC=C1)C1=CC=CC=C1